N(=[N+]=[N-])C(C(=O)N)(C1=CC=CC=C1)C α-Azido-methylphenylacetic Amide